O=C(CS(=O)C1=CC=C(C=C1)CC(C(=O)O)N)C 3-(4-(2-oxopropylsulfinyl)phenyl)-2-aminopropionic acid